O=S1(CC=CC2=CC=CC=C12)=O 1,1-dioxo-2H-thiochromen